1-((1R,2S)-[1,1'-bi(cyclopropan)]-2-yl)-N-((R)-1-(3-(difluoromethyl)-2-fluorophenyl)ethyl)-4-((1-methylpiperidin-4-yl)amino)-6-oxo-1,6-dihydropyridine-3-carboxamide [C@H]1([C@H](C1)N1C=C(C(=CC1=O)NC1CCN(CC1)C)C(=O)N[C@H](C)C1=C(C(=CC=C1)C(F)F)F)C1CC1